[(1-methylethyl)phenyl](methylphenyl)iodonium CC(C)C1=C(C=CC=C1)[I+]C1=C(C=CC=C1)C